OC1CN(C1)CC=1C=C(C=C(C1)OCCCCCCCCC\C=C/C\C=C/CCCCCCCC(=O)[O-])OCCCCCCCCC\C=C/C\C=C/CCCCCCCC(=O)[O-] (9Z,9'Z,12Z,12'Z)-((5-((3-hydroxyazetidin-1-yl)methyl)-1,3-phenylene)bis(oxy))bis(butane-4,1-diyl)bis(octadeca-9,12-dienoate)